1-[3-(difluoromethoxy)phenyl]-N-(3,3-difluoro-1-methyl-cyclobutyl)-3-isopropyl-2-oxo-benzimidazole-5-carboxamide FC(OC=1C=C(C=CC1)N1C(N(C2=C1C=CC(=C2)C(=O)NC2(CC(C2)(F)F)C)C(C)C)=O)F